ClC=1C=C(C=C(C1)Cl)C1(CC(=NO1)C1=CC(=C(S1)C(=O)NCC(NCC(F)(F)F)=O)C)C(F)(F)F 5-[5-(3,5-dichlorophenyl)-4,5-dihydro-5-(trifluoromethyl)-3-isoxazolyl]-3-methyl-N-[2-oxo-2-[(2,2,2-trifluoroethyl)amino]ethyl]-2-thiophenecarboxamide